1-((1R,5S)-6-(6,8-difluoro-7-(8-chloronaphthalen-1-yl)-2-((tetrahydro-1H-pyrrolizin-7a(5H)-yl)methoxy)quinazolin-4-yl)-2,6-diazabicyclo[3.2.0]hept-2-yl)prop-2-en-1-one FC=1C=C2C(=NC(=NC2=C(C1C1=CC=CC2=CC=CC(=C12)Cl)F)OCC12CCCN2CCC1)N1[C@H]2CCN([C@@H]2C1)C(C=C)=O